ClC1=C(C=CC(=N1)C(=O)NCC)N1CCN(CC1)CC1=CC(=C2C(N(C(NC2=C1)=O)C)=O)F 6-chloro-N-ethyl-5-(4-((5-fluoro-3-methyl-2,4-dioxo-1,2,3,4-tetrahydroquinazolin-7-yl)methyl)piperazin-1-yl)picolinamide